[Si](C)(C)(C(C)(C)C)OC1CCN(CC1)C1=C(C=C2C(=N1)N=C(S2)N2C(=CC=C2C)C)C(=O)C=2C=C1C(=NC2N2CCC(CC2)O[Si](C)(C)C(C)(C)C)N=C(S1)N1C(=CC=C1C)C (4-((tert-butyldimethylsilyl)oxy)piperidin-1-yl)(2-(2,5-dimethyl-1H-pyrrol-1-yl)thiazolo[4,5-b]pyridin-6-yl)ketone